methyl 4-(((3S,4R)-1-(tert-butoxycarbonyl)-3-fluoropiperidin-4-yl)amino)-1-(2,2,2-trifluoroethyl)-1H-indole-2-carboxylate C(C)(C)(C)OC(=O)N1C[C@@H]([C@@H](CC1)NC1=C2C=C(N(C2=CC=C1)CC(F)(F)F)C(=O)OC)F